FC1=CC=CC2=C1N=C(S2)[C@H]2N(CCC1=C2N=CN1)C(=O)C1=C(N=C(O1)C(C#N)(C)C)C (S)-2-(5-(4-(4-fluorobenzo[d]thiazol-2-yl)-4,5,6,7-tetrahydro-1H-imidazo[4,5-c]pyridine-5-carbonyl)-4-methyloxazol-2-yl)-2-methylpropanenitrile